8-(trifluoromethyl)imidazo[1,2-a]Pyridine-2-carboxamide FC(C=1C=2N(C=CC1)C=C(N2)C(=O)N)(F)F